C1=CC=CC=2C3=CC=CC=C3C(C12)COC(=O)N[C@@H](CCCCN(C(OC(C)(C)C)=O)C)CN1C(C2=CC3=C(N=CC=C3N2CC1)OCC(F)(F)F)=O tert-butyl N-[(5S)-5-(9H-fluoren-9-ylmethoxycarbonylamino)-6-[10-oxo-6-(2,2,2-trifluoroethoxy)-1,5,11-triazatricyclo[7.4.0.02,7]trideca-2,4,6,8-tetraen-11-yl]hexyl]-N-methyl-carbamate